C(CCCCC)C(COC(CCCCCC(CCCCCC(=O)OCC(CCCCCCCC)CCCCCC)=O)=O)CCCCCCCC 7-oxotridecanedioic acid bis(2-hexyldecyl) ester